Cl.N[C@@H]1C[C@@H](CCC1)O (1R,3S)-3-aminocyclohexanol hydrochloride